O1C=C(C=C1)C1=CC2=C(C(CCO2)=O)C=C1 7-(furan-3-yl)-3,4-dihydro-2H-1-benzopyran-4-one